N-(2-(2,6-dioxo-piperidin-3-yl)-1,3-dioxoisoindolin-5-yl)-2,3-dihydro-benzo[b][1,4]dioxine-6-sulfonamide O=C1NC(CCC1N1C(C2=CC=C(C=C2C1=O)NS(=O)(=O)C1=CC2=C(OCCO2)C=C1)=O)=O